COC1C(C(NCC1)O)O 4-methoxypiperidin-3-ol-ol